4-{[(5R)-5-(aminomethyl)-5,6,7,8-tetrahydronaphthalen-2-yl](methyl)amino}benzonitrile NC[C@H]1C=2C=CC(=CC2CCC1)N(C1=CC=C(C#N)C=C1)C